((2S)-1-(((2S)-4-amino-3-hydroxy-4-oxo-1-((S)-2-oxopyrrolidin-3-yl)butan-2-yl)amino)-1-oxohexane-2-yl)carbamic acid NC(C([C@H](C[C@H]1C(NCC1)=O)NC([C@H](CCCC)NC(O)=O)=O)O)=O